FC1=C(C=CC(=C1)I)NC=1C=NC=C2C=CN(C(C12)=O)OCCO 8-(2-Fluoro-4-iodophenylamino)-2-(2-hydroxyethoxy)-2,6-naphthyridin-1(2H)-one